5-[4-(2-chloro-3-hydroxybenzoylamino)phenyl]-1,3-dihydronaphtho[1,2-e]-1,4-diazepine ClC1=C(C(=O)NC2=CC=C(C=C2)C=2C3=C(NCCN2)C2=CC=CC=C2C=C3)C=CC=C1O